OC1=C(CNC=2C=C(C=NC2)C)C=CC=C1OC 5-((2-hydroxy-3-methoxybenzyl)amino)-3-methylpyridine